dimethylaminopropyl-acrylate CN(C)CCCOC(C=C)=O